((2S,4S)-4-methoxy-1-methylpyrrolidin-2-yl)methanol CO[C@H]1C[C@H](N(C1)C)CO